FC1(CCN(CC1)C1=NC=CC(=N1)COC1=CC=C(C=C1)F)C(=O)NC1(CN2CCC1CC2)C 4-fluoro-1-(4-((4-fluorophenoxy)methyl)pyrimidin-2-yl)-N-(3-methylquinuclidin-3-yl)piperidine-4-carboxamide